(2s,4s)-2-(4-(5-(4,4-difluorocyclohexyl)-1,2,4-oxadiazol-3-yl)-4-isopropylpiperidine-1-carbonyl)-4-(methylthio)pyrrolidine-1-carboxylic acid tert-butyl ester C(C)(C)(C)OC(=O)N1[C@@H](C[C@@H](C1)SC)C(=O)N1CCC(CC1)(C(C)C)C1=NOC(=N1)C1CCC(CC1)(F)F